3-fluoro-5-formyl-4-hydroxy-N-(4-(pyrrolidin-1-yl)-3-(trifluoromethyl)phenyl)benzeneCarboxamide FC=1C=C(C=C(C1O)C=O)C(=O)NC1=CC(=C(C=C1)N1CCCC1)C(F)(F)F